FC(S(=O)(=O)OC1=NC(=NC(=C1)CCl)C1=CC=C2C(=N1)C=C(N2COCC[Si](C)(C)C)CN(C)C(=O)OC(C)(C)C)(F)F 2-(2-(((tert-butoxycarbonyl)(methyl)amino)-methyl)-1-((2-(trimethylsilyl)ethoxy)methyl)-1H-pyrrolo[3,2-b]pyridin-5-yl)-6-(chloromethyl)-pyrimidin-4-yl trifluoromethanesulfonate